racemic-3-(4-amino-6-(difluoromethyl)pyrido[3,4-d]pyrimidin-8-yl)-2,4-dimethylphenol NC=1C2=C(N=CN1)C(=NC(=C2)C(F)F)C=2C(=C(C=CC2C)O)C